NC=1C2=C(N(C(N1)=O)C1=C(C=CC(=C1)F)Cl)N=C(C=C2)C2CC2 amino-1-(2-chloro-5-fluorophenyl)-7-cyclopropylpyrido[2,3-d]pyrimidin-2-one